FC1=C(C(=CC=C1C1=CC(=NC=C1)N1CCCC1)O)N1CC(NS1(=O)=O)=O 5-(2-fluoro-6-hydroxy-3-(2-(pyrrolidin-1-yl)pyridin-4-yl)phenyl)-1,2,5-thiadiazolidin-3-one 1,1-dioxide